1,4-diamino-2-(trifluoromethoxy)benzene NC1=C(C=C(C=C1)N)OC(F)(F)F